(R)-1-((4-chloro-6-morpholinylpyrimidin-2-yl)amino)propan-2-ol ClC1=NC(=NC(=C1)N1CCOCC1)NC[C@@H](C)O